methyl 2-fluoro-3-methoxy-5-methylbenzoate FC1=C(C(=O)OC)C=C(C=C1OC)C